COC1=NC=NC2=CC=C(C=C12)C=1C=CN2N=C(N=CC21)N[C@@H]2CC[C@H](CC2)NC trans-N1-(5-(4-methoxyquinazolin-6-yl)pyrrolo[2,1-f][1,2,4]triazin-2-yl)-N4-methylcyclohexane-1,4-diamine